N-(7-chloro-6-(1-(4-fluoro-3-methyltetrahydrofuran-3-yl)piperidin-4-yl)isoquinolin-3-yl)-2-(tetrahydro-2H-pyran-4-yl)cyclopropane-1-carboxamide ClC1=C(C=C2C=C(N=CC2=C1)NC(=O)C1C(C1)C1CCOCC1)C1CCN(CC1)C1(COCC1F)C